CC1=NN(C2=C1CN(CC2)C=2C1=C(N=C(N2)C)C(=NN1C)C)CC12CCC(CC1)(CC2)NC(=O)[C@H]2CNCCO2 (R)-N-(4-((3-methyl-5-(1,3,5-trimethyl-1H-pyrazolo[4,3-d]pyrimidin-7-yl)-4,5,6,7-tetrahydro-1H-pyrazolo[4,3-c]pyridin-1-yl)methyl)bicyclo[2.2.2]octan-1-yl)morpholine-2-carboxamide